bis(3-butenylcyclopentadienyl)hafnium C(=CCC)C1=CC(C=C1)[Hf]C1C=C(C=C1)C=CCC